C1(CC1)S(=O)(=O)NC=1SC=C(N1)C(C(=O)NC1=C(C=C(C=C1F)C1=NC(=CN=C1)OCC)F)OC 2-(2-(cyclopropanesulfonylamino)thiazol-4-yl)-N-(4-(6-ethoxypyrazin-2-yl)-2,6-difluorophenyl)-2-methoxyacetamide